4-[[5-[(1R)-3-(4-hydroxy-1-piperidyl)-1-[[(7S)-7-tert-butyl-5,6,7,8-tetrahydrothiazolo[5,4-b]quinoline-2-carbonyl]amino]propyl]-2-pyridyl]oxy]phenolate OC1CCN(CC1)CC[C@@H](NC(=O)C=1SC2=NC=3CC[C@@H](CC3C=C2N1)C(C)(C)C)C=1C=CC(=NC1)OC1=CC=C(C=C1)[O-]